BrC=1C=CC2=C(OCCCN3C2=NC=C3)C1 10-bromo-6,7-dihydro-5H-benzo[b]imidazo[2,1-d][1,5]oxazocine